C(C1=CC=CC=C1)OC1=CC=C2CCCC(C2=C1)(CCCC=C)C(C#N)C#N 2-(7-(Benzyloxy)-1-(pent-4-en-1-yl)-1,2,3,4-tetrahydronaphthalen-1-yl)malononitrile